FC1=CC=C(NC(C(C)C23CC(C2)(C3)NC(=O)C=3C=[NH+]N2C3C=CC=C2)=O)C=C1 N-[3-[2-(4-fluoroanilino)-1-methyl-2-oxo-ethyl]-1-bicyclo[1.1.1]pentanyl]pyrazolo[1,5-a]pyridin-1-ium-3-carboxamide